O1[C@H](COCC1)CN (S)-(1,4-dioxane-2-yl)methylamine